C(C)N1C(NC2=CC(=CC(=C2C1=O)F)CO)=O 3-ethyl-5-fluoro-7-(hydroxymethyl)-1H-quinazoline-2,4-dione